CN1C(CC(CC1(C)C)OC(C(C(=O)OC1CC(N(C(C1)(C)C)C)(C)C)(CCCC)CC1=CC(=C(C(=C1)C(C)(C)C)O)C(C)(C)C)=O)(C)C 2-[[3,5-bis(1,1-dimethylethyl)-4-hydroxyphenyl]methyl]-2-butylmalonic acid 1,3-bis(1,2,2,6,6-pentamethyl-4-piperidinyl) ester